O=C1NC(CCC1N1C(C2=CC=C(C=C2C1=O)N1CCC(CC1)CN1CCC(CC1)CC=O)=O)=O 2-[1-[[1-[2-(2,6-dioxo-3-piperidyl)-1,3-dioxo-isoindolin-5-yl]-4-piperidyl]methyl]-4-piperidyl]acetaldehyde